(3-chloro-4-hydroxy-5-methylphenyl)-1,2,4-oxadiazole-5-carboxylic acid ethyl ester C(C)OC(=O)C1=NC(=NO1)C1=CC(=C(C(=C1)C)O)Cl